(hydroxymethyl)-phosphonium chloride [Cl-].OC[PH3+]